C(C)C1=C(C=CC(=C1F)F)[C@H]1[C@@H](O[C@]([C@H]1C)(C(F)(F)F)C)C(=O)NC1=CC(=NC=C1)C(=O)N 4-[[(2R,3S,4S,5R)-3-(2-Ethyl-3,4-difluoro-phenyl)-4,5-dimethyl-5-(trifluoromethyl)tetrahydrofuran-2-carbonyl]amino]pyridin-2-carboxamid